ClC=1C=C2C=C(NC2=C(C1F)F)C(=O)N[C@@H]1CNC[C@H]1OC 5-Chloro-6,7-difluoro-N-((3R,4R)-4-methoxypyrrolidin-3-yl)-1H-indole-2-carboxamide